C(C)(C)(C)OC(=O)N1CC2=C(C(=C(C=C2CC1)OCC1=CC=CC=C1)N(C(C(F)(F)F)=O)CC(=O)OC)F 6-(benzyloxy)-8-fluoro-7-[(2-methoxy-2-oxoethyl)(trifluoroacetyl)amino]-3,4-dihydroisoquinoline-2(1H)-carboxylic acid tert-butyl ester